6-[4-[5-Bromo-2-[4-(hydroxymethyl)cyclohexyl]indazol-6-yl]oxybutoxy]pyridine-2-carboxamide BrC1=CC2=CN(N=C2C=C1OCCCCOC1=CC=CC(=N1)C(=O)N)C1CCC(CC1)CO